(R) and (S)-N-(amino(5-(2-hydroxypropan-2-yl)-2-methoxyphenyl)(oxo)-λ6-sulfaneylidene)-2-(4-cyano-2,6-diisopropylphenyl)acetamide N[S@](=NC(CC1=C(C=C(C=C1C(C)C)C#N)C(C)C)=O)(=O)C1=C(C=CC(=C1)C(C)(C)O)OC |r|